O=C1NC2=CC=C(C=C2CC1)NC1=NC2=CC(=CC=C2C=C1)C#N 2-[(2-oxo-3,4-dihydro-1H-quinolin-6-yl)amino]quinoline-7-carbonitrile